(3R)-1-(4-((2-(2,6-dioxopiperidin-3-yl)-1,3-dioxoisoindolin-4-yl)amino)piperidine-1-carbonyl)pyrrolidine-3-carboxylic acid O=C1NC(CCC1N1C(C2=CC=CC(=C2C1=O)NC1CCN(CC1)C(=O)N1C[C@@H](CC1)C(=O)O)=O)=O